6-(hydroxymethyl)-5-(piperazin-1-yl)-2,3-dihydro-1,4-benzodioxine OCC1=C(C2=C(OCCO2)C=C1)N1CCNCC1